((1-(3-bromo-2-methylphenyl)-2,2,2-trifluoroethyl)amino)-5-chloro-3-fluoro-2-methoxybenzaldehyde BrC=1C(=C(C=CC1)C(C(F)(F)F)NC1=C(C(=C(C=O)C=C1Cl)OC)F)C